O1CC(C1)N1CCN(CC1)C(=O)C1=CC=C(C=2OCCOC21)NC=2N=C(C1=C(N2)NC=C1C(F)(F)F)N[C@H]1COCC1 (R)-(4-(oxetan-3-yl)piperazin-1-yl)(8-((4-((tetrahydrofuran-3-yl)amino)-5-(trifluoromethyl)-7H-pyrrolo[2,3-d]pyrimidin-2-yl)amino)-2,3-dihydrobenzo[b][1,4]dioxin-5-yl)methanone